2-((tert-butoxycarbonyl)amino)-3-(3-(difluoromethyl)-5-(1-ethyl-3-(3-hydroxy-2,2-dimethylpropyl)-2-(2-((S)-1-methoxyethyl)pyridin-3-yl)-1H-indol-5-yl)phenyl)propanoic acid C(C)(C)(C)OC(=O)NC(C(=O)O)CC1=CC(=CC(=C1)C=1C=C2C(=C(N(C2=CC1)CC)C=1C(=NC=CC1)[C@H](C)OC)CC(CO)(C)C)C(F)F